6-(chloromethyl)pyridine-2-carbonitrile ClCC1=CC=CC(=N1)C#N